C(C1=CC=CC=C1)N(NC([C@H](NC(OCC1C2=CC=CC=C2C=2C=CC=CC12)=C=O)[C@@H](C)OC(C)(C)C)=C=O)C(NCCC(=O)O)=C=O (S)-8-benzyl-5-((R)-1-tert-Butoxyethyl)-1-(9H-fluoren-9-yl)-3,6,9-tricarbonyl-2-oxa-4,7,8,10-tetraazadodecane-12-carboxylic acid